6-fluoro-7-(2,3,4,7-tetrahydro-1H-azepin-5-yl)-2,3-dihydrobenzofuran-5-yl-N4,5,6-trimethyl-pyrimidine-2,4-diamine FC1=C(C2=C(CCO2)C=C1NC1=NC(=C(C(=N1)NC)C)C)C=1CCCNCC1